CC(C)CCCC(CCCC(CCC)C)C 2,6,10-trimethyl-tridecane